C(C)C=1C=NC(=NC1)N1CCC(CC1)[C@@H](C)OC1=NN2C(S1)=NC(=C2)C2=CC=NC=C2 2-((R)-1-(1-(5-ethylpyrimidin-2-yl)piperidin-4-yl)ethoxy)-6-(pyridin-4-yl)imidazo[2,1-b][1,3,4]thiadiazol